methyl 3-((2-chloro-4-(trifluoromethyl)benzyl)oxy)cyclobutane-1-carboxylate ClC1=C(COC2CC(C2)C(=O)OC)C=CC(=C1)C(F)(F)F